[(2S,3S)-1-[3-cyano-6-methyl-4-(trifluoromethyl)-2-pyridyl]-2-[(4-fluorophenyl)-methyl-carbamoyl]pyrrolidin-3-yl] methanesulfonate CS(=O)(=O)O[C@@H]1[C@H](N(CC1)C1=NC(=CC(=C1C#N)C(F)(F)F)C)C(N(C)C1=CC=C(C=C1)F)=O